BrC1=CC=C(C=C1)C1=CC=NC2=C3N=CC=C(C3=CC=C12)C1=CC=C(C=C1)Br 4,7-bis(4-bromophenyl)-1,10-phenanthroline